FC[C@]1(C[C@@]2(CO2)CCC1)CN1C=NC2=C1C=C(C=C2)C#N |r| rac-1-(((3R,5R)-5-(Fluoromethyl)-1-oxaspiro[2.5]octan-5-yl)methyl)-1H-benzo[d]imidazole-6-carbonitrile